1-methyl-2-piperazino-2-ethanol CCC(O)N1CCNCC1